C(C)(C)OC(=O)N1CCN(CC1)CC#CCOC1=C(C(=CC(=C1)C(=O)OC)[N+](=O)[O-])Cl 4-(4-(2-chloro-5-(methoxycarbonyl)-3-nitrophenoxy)but-2-yn-1-yl)piperazine-1-carboxylic acid isopropyl ester